NC(CNC([C@H](C)N(C1=CC=C2C(=CC(OC2=C1)=O)C1=C(C=CC=C1)C)C)=O)=O (S)-N-(2-amino-2-oxoethyl)-2-(methyl(2-oxo-4-(o-tolyl)-2H-chromen-7-yl)amino)propanamide